(E)-N-(2-aminophenyl)-3-(2-methoxy-5-(3,4,5-trimethoxybenzoyl)phenyl)acrylamide NC1=C(C=CC=C1)NC(\C=C\C1=C(C=CC(=C1)C(C1=CC(=C(C(=C1)OC)OC)OC)=O)OC)=O